ClC=1C=C2CN(CC2=CC1C(F)(F)F)C(CCC1(C(NC(N1)=O)=O)C=1N(C=CN1)CC)=O 5-(3-(5-chloro-6-(trifluoromethyl)isoindolin-2-yl)-3-oxopropyl)-5-(1-ethyl-1H-imidazol-2-yl)imidazolidine-2,4-dione